4-((3-bromo-6-methoxypyridin-2-yl)methyl)-1-(tert-butoxycarbonyl)piperidine-4-carboxylic acid BrC=1C(=NC(=CC1)OC)CC1(CCN(CC1)C(=O)OC(C)(C)C)C(=O)O